CC1(CN(C2=CC=CC=C12)CCC)C 1,3-dihydro-3,3-dimethyl-1-propyl-2H-indole